2-(6-(((1R,4R,5R,6S)-6-fluoro-1,2-dimethyl-2-azabicyclo[2.2.1]heptan-5-yl)oxy)pyridazin-3-yl)-5-(1H-imidazol-1-yl)phenol F[C@@H]1[C@@H]([C@H]2CN([C@@]1(C2)C)C)OC2=CC=C(N=N2)C2=C(C=C(C=C2)N2C=NC=C2)O